bis((2-bromo-3,5-difluoro-4-(1-methylcyclohexyl)phenoxy)methyl)diisopropylgermane BrC1=C(OC[Ge](C(C)C)(C(C)C)COC2=C(C(=C(C(=C2)F)C2(CCCCC2)C)F)Br)C=C(C(=C1F)C1(CCCCC1)C)F